The molecule is the parent compound of the xanthone class consisting of xanthene bearing a single oxo substituent at position 9. It has a role as an insecticide. C1=CC=C2C(=C1)C(=O)C3=CC=CC=C3O2